1-[2-[2-[tert-butyl(dimethyl)silyl]oxyethyl]-5-isopropoxy-pyrazol-3-yl]ethanol [Si](C)(C)(C(C)(C)C)OCCN1N=C(C=C1C(C)O)OC(C)C